ClC1=CC=C(C(=C1C(=O)OCC1=CC=CC=C1)F)NS(=O)(=O)CCCS(=O)(=O)CCC benzyl 6-chloro-2-fluoro-3-(N-(propylsulfonyl) propyl-sulfonylamino)-benzoate